CN(CCO)CCO N-methyl-bishydroxyethyl-amine